Tert-butyl N-[(1r,3'S,4S)-4-[3-(1,2,3,4-tetrahydro-1,5-naphthyridin-1-yl)-1H-pyrazolo[3,4-b]pyrazin-6-yl]-1',3'-dihydrospiro[cyclohexane-1,2'-inden]-3'-yl]carbamate N1(CCCC2=NC=CC=C12)C1=NNC2=NC(=CN=C21)C2CCC1(CC3=CC=CC=C3[C@H]1NC(OC(C)(C)C)=O)CC2